C(C)(C)NC1=NC(=CC2=C1N=C(N=C2)NC2CC(C2)N2CCOCC2)C#N 8-(isopropylamino)-2-(((1r,3r)-3-morpholinylcyclobutyl)amino)pyrido[3,4-d]pyrimidine-6-carbonitrile